NC(CNC1=NC(=C2C(=N1)N(N=C2)C)NC(C)(C)C)(C)C2=CC=CC=C2 N6-(2-amino-2-phenyl-propyl)-N4-tert-butyl-1-methyl-pyrazolo[3,4-d]pyrimidine-4,6-diamine